O=C(C(=O)OC(C(F)(F)F)C)CC(C(=O)[O-])=O dl-1,1,1-trifluoro-2-propyl 2,4-dioxoglutarate